FC(C(C)N1N=CC2=C(C1=O)C=CN2)(F)F 5-(1,1,1-Trifluoropropan-2-yl)-1H-pyrrolo[2,3-d]pyridazin-4(5H)-one